ClC1=C(C=2N=C(N=C3C2C(=N1)OC(CCN3C)C)SC)F 5-chloro-4-fluoro-8,11-dimethyl-2-(methylthio)-8,9,10,11-tetrahydro-7-oxa-1,3,6,11-tetraazacycloocta[de]naphthalene